CC1=C(C=CC(=C1)NC=1C=2N(C=CN1)C(=CN2)C=2C(=NNC2)C(F)(F)F)C(=O)N2CCN(CC2)C(=O)[C@@H]2CNCC[C@H]2O |r| [2-methyl-4-[[3-[3-(trifluoromethyl)-1H-pyrazol-4-yl]imidazo[1,2-a]pyrazin-8-yl]amino]phenyl]-[4-[rac-(3R,4R)-4-hydroxypiperidine-3-carbonyl]piperazin-1-yl]methanone